C(OC1C(OCC1)C)(=S)SC S-methyl O-(2-methyltetrahydrofuran-3-yl) carbonodithioate